methyl (S,E)-(1-((1-((6-(2,4-difluorophenoxy)-9H-purin-8-yl)methyl)-2-oxo-1,2-dihydropyridin-3-yl)amino)-7-(dimethylamino)-1,7-dioxohept-5-en-2-yl)carbamate FC1=C(OC2=C3N=C(NC3=NC=N2)CN2C(C(=CC=C2)NC([C@H](CC\C=C\C(=O)N(C)C)NC(OC)=O)=O)=O)C=CC(=C1)F